C(C)(C)(C)OC(C1=CC=C(C=C1)CBr)=O 4-bromomethyl-benzoic acid monotert-butyl ester